C(C)(=O)SC[C@H]1O[C@H]([C@@H]([C@@H]1O[Si](C)(C)C(C)(C)C)O[Si](C)(C)C(C)(C)C)N1C=CC2=C1N=CN=C2N S-(((2S,3R,4R,5R)-5-(4-Amino-7H-pyrrolo[2,3-d]pyrimidin-7-yl)-3,4-bis((tert-butyldimethylsilyl)oxy) tetrahydrofuran-2-yl)methyl) thioacetate